C1(CC1)S(=O)(=O)N([C@H]1C([C@H](N(C1)C(=O)OC(C)(C)C)CC(=O)OC)(F)F)CC1=CC=C(C=C1)OC tert-Butyl (2R,4R)-4-{(cyclopropanesulfonyl) [(4-methoxyphenyl)methyl]amino}-3,3-difluoro-2-(2-methoxy-2-oxoethyl)pyrrolidine-1-carboxylate